NC1=NN2C(C=C(C=C2)C=2C(=C(C(=O)NCC(C(O)C3=CC=C(C=C3)F)F)C(=CC2)Cl)F)=N1 3-(2-amino-[1,2,4]triazolo[1,5-a]pyridin-7-yl)-6-chloro-2-fluoro-N-(2-fluoro-3-(4-fluorophenyl)-3-hydroxypropyl)benzamide